(3aR,5S,6R,6aR)-6-(benzyloxy)-2,2-dimethyl-6-vinyltetrahydrofurano[2,3-d][1,3]dioxole-5-carbaldehyde C(C1=CC=CC=C1)O[C@@]1([C@H](O[C@@H]2OC(O[C@@H]21)(C)C)C=O)C=C